C(C)(C)(C)OC(=O)N1CC(CC1)C1=NN(C2=CC=C(C=C12)C(=O)O)C [1-(tert-butoxycarbonyl)pyrrolidin-3-yl]-1-methylindazole-5-carboxylic acid